Cl.[Tb] terbium hydrochloric acid